6-(4,4,5,5-tetramethyl-1,3,2-dioxaborolan-2-yl)-3,4-dihydro-1H-1,8-Naphthyridin-2-one CC1(OB(OC1(C)C)C=1C=C2CCC(NC2=NC1)=O)C